(8-bromooctyl)diethoxymethylsilane BrCCCCCCCC[SiH2]C(OCC)OCC